3-methoxy-4-{[3-(4-{[(1S,4S)-4-{7-oxa-2-azaspiro[3.5]nonan-2-yl}cyclohexyl]amino}-1-(2,2,2-trifluoroethyl)-1H-indol-2-yl)prop-2-yn-1-yl]amino}benzene-1-sulfonamide COC=1C=C(C=CC1NCC#CC=1N(C2=CC=CC(=C2C1)NC1CCC(CC1)N1CC2(C1)CCOCC2)CC(F)(F)F)S(=O)(=O)N